O1C=C(C=C1)C=CC(=O)NC 3-(furan-3-yl)-N-methylacrylamide